FC1=C(C=C(C=C1)\C=[N+](\C)/[O-])C1=NN(C(C2=CC=CC=C12)=O)C1=CC=C(C=C1)F (Z)-1-(4-Fluoro-3-(3-(4-fluorophenyl)-4-oxo-3,4-dihydrophthalazin-1-yl)phenyl)-N-methylmethanimine Oxide